ClC1=NC2=CC=C(C=C2C(=C1)NCCC1=CC=C(C=C1)[N+](=O)[O-])O 2-chloro-4-((4-nitrophenethyl)amino)quinolin-6-ol